calcium 2-(hept-2-yl)-2-methylpropanedioate CC(CCCCC)C(C(=O)[O-])(C(=O)[O-])C.[Ca+2]